3-(2-amino-5-(5-(cyanomethyl)-2-methoxybenzyl)-6-hydroxypyrimidin-4-yl)propionic acid NC1=NC(=C(C(=N1)CCC(=O)O)CC1=C(C=CC(=C1)CC#N)OC)O